N,N-dimethyl-4-oxa-4-p-tolylbutyramide CN(C(CCOC1=CC=C(C=C1)C)=O)C